C(C(C)C)N1CCC(CC1)C(=O)NC=1N=CC2=CC=C(C=C2C1)C1=NN=NN1C 1-isobutyl-N-(6-(1-methyl-1H-tetrazol-5-yl)isoquinolin-3-yl)piperidine-4-carboxamide